Cl.Cl.FC1=C(C=CC(=C1)OC)CN1CCC(CC1)NC(CCC1=NN=C2N1N=C(C=C2)N2CCN(CC2)C)=O N-{1-[(2-fluoro-4-methoxyphenyl)methyl]piperidin-4-yl}-3-[6-(4-methylpiperazin-1-yl)-[1,2,4]triazolo[4,3-b]pyridazin-3-yl]propanamide dihydrochloride